ClC=1C=C(C=CC1)C1=CNC=2N=C(N=C(C21)OC)NC2=CC=C(C=C2)CN2CCN(CC2)C 5-(3-chlorophenyl)-4-methoxy-N-(4-((4-methylpiperazin-1-yl)methyl)phenyl)-7H-pyrrolo[2,3-d]pyrimidin-2-amine